2-bromo-4-chloro-1-iodobenzene-5,6-d2 BrC1=C(C(=C(C(=C1)Cl)[2H])[2H])I